C(C)(C)C1=C(C(=CC(=C1)C(C)C)C(C)C)S(=O)(=O)OC1=CNOC=C1 Oxazin-4-yl 2,4,6-triisopropylbenzenesulfonate